hydroxylamine-aldehyde N(O)=O